Ethyl 9-bromo-1-(2-hydroxy-2-methylpropyl)-8-methoxy-5,6-dihydropyrrolo[2,1-a]isoquinoline-3-carboxylate BrC1=C(C=C2CCN3C(C2=C1)=C(C=C3C(=O)OCC)CC(C)(C)O)OC